chloro-N-hydroxyphthalimide ClC1=C2C(C(=O)N(C2=O)O)=CC=C1